2-[3-(2,2-diethoxyethoxy)isoxazol-5-yl]-3-methyl-butyric acid C(C)OC(COC1=NOC(=C1)C(C(=O)O)C(C)C)OCC